CN(C(CCCCCCC)=O)C caprylic acid, dimethylamide